C[Sn](CCCC[Sn](Cl)(Cl)C)(Cl)Cl 1,4-bis(methyldichlorostannyl)butane